(E)-methyl 3-(but-2-en-2-yl)-5-fluorobenzoate C/C(=C\C)/C=1C=C(C(=O)OC)C=C(C1)F